COCCOCOC[C@@H](C(=O)N[C@H](C)C1=CC=CC=C1)C1=CC=C(C=C1)OC[C@H](CC)C (2S)-3-[(2-methoxyethoxy)methoxy]-2-{4-[(2S)-2-methylbutoxy]phenyl}-N-[(1R)-1-phenylethyl]-propanamide